N-(5-(4-((1-(3-aminophenyl)-4-oxo-1H-pyrazolo[3,4-d]pyrimidin-5(4H)-yl)methyl)-4-hydroxypiperidin-1-yl)-4-benzyl-5-oxopentyl)-4-chloroquinoline-7-carboxamide NC=1C=C(C=CC1)N1N=CC2=C1N=CN(C2=O)CC2(CCN(CC2)C(C(CCCNC(=O)C2=CC=C1C(=CC=NC1=C2)Cl)CC2=CC=CC=C2)=O)O